(S)-1-phenyl-1-allyl-3-(pyridin-2-yl)propadiene C1(=CC=CC=C1)C(=C=CC1=NC=CC=C1)CC=C